methyl (1R,5S,8r)-3-(8-fluoro-7-(8-fluoronaphthalen-1-yl)-2-((tetrahydro-1H-pyrrolizin-7a(5H)-yl)methoxy)pyrido[4,3-d]pyrimidin-4-yl)-3-azabicyclo[3.2.1]octane-8-carboxylate FC1=C(N=CC2=C1N=C(N=C2N2C[C@@H]1CC[C@H](C2)C1C(=O)OC)OCC12CCCN2CCC1)C1=CC=CC2=CC=CC(=C12)F